NCC1=CC=C(C=C1)C1=C(C(=NC=C1)C1C(NC(CC1)=O)=O)F 3-(4-(4-(aminomethyl)phenyl)-3-fluoropyridin-2-yl)piperidine-2,6-dione